8-(3,7-dimethylocta-2,6-dien-1-yl)-7-hydroxy-2-methyl-2-(2-methylprop-1-en-1-yl)-5-pentyl-4H-benzo[d][1,3]dioxin-4-one CC(=CCC1=C(C=C(C2=C1OC(OC2=O)(C=C(C)C)C)CCCCC)O)CCC=C(C)C